C(CCCCCCCCCCC)NCC[C@H]1CC[C@H]2[C@@H]3CC=C4CCCC[C@]4(C)[C@H]3CC[C@]12C alpha-dodecylamino-pregn-5-en